CC=1N=C2N(C=C(C=C2C#N)C2=CC3=C(C=N2)N=C(S3)N(C3CC2CCC(C3)N2C)C)C1 2-Methyl-6-(2-{methyl-[(3-exo)-8-methyl-8-azabicyclo[3.2.1]oct-3-yl]amino}[1,3]thiazolo[4,5-c]pyridin-6-yl)imidazo[1,2-a]pyridin-8-carbonitril